6-fluoro-2-((5-fluorobenzo[d]oxazol-2-yl)amino)benzo[d]oxazole-5-carboxylic acid FC1=CC2=C(N=C(O2)NC=2OC3=C(N2)C=C(C=C3)F)C=C1C(=O)O